OC1=CC=C(C=C1)C1(C2=C(C=CC=C2C=2C=CC=C(C12)C1=CC2=CC=CC=C2C=C1)C1=CC2=CC=CC=C2C=C1)C1=CC=C(C=C1)O.[O].[V] Vanadium Oxygen 9,9-bis(4-hydroxyphenyl)-1,8-bis(2-naphthyl)fluorene